3-cyclohexenyl-6-(4-hydroxyphenyl)-5-methyl-2-phenylpyrazolo[1,5-a]pyrimidin-7(4H)-one C1(=CCCCC1)C=1C(=NN2C1NC(=C(C2=O)C2=CC=C(C=C2)O)C)C2=CC=CC=C2